COC1=C(C=CC(=C1)OC)C(\C=C\C1=CC=CC=C1)=O (E)-1-(2,4-dimethoxyphenyl)-3-phenylprop-2-en-1-one